BrC=1C=CC(=NC1)C[C@H](NC(=O)OCC1C2=CC=CC=C2C=2C=CC=CC12)C(=O)O 3-(5-bromopyridin-2-yl)-N-{[(9H-fluoren-9-yl)methoxy]carbonyl}-L-alanine